ClC1=C(C=C(C=C1)F)C1NC(C=2N3C(C=C(C21)C2=C(C(=O)N)C=C(C=C2C(F)(F)F)F)=NC=C3)=O [3-(2-chloro-5-fluorophenyl)-1-oxo-2,3-dihydro-1H-pyrrolo[3,4-b]imidazo[2,3-f]pyridin-4-yl]-5-fluoro-3-(trifluoromethyl)benzamide